NCC([C@@H](C)NC(OC(C)(C)C)=O)CC1(CCC1)CCNC(=O)OC(C)(C)C Tert-butyl ((2R)-4-amino-3-((1-(2-((tert-butoxycarbonyl)amino)ethyl)cyclobutyl)methyl)butan-2-yl)carbamate